N-((2R,3S)-2-(((cis-4-(3-fluorophenyl)cyclohexyl)oxy)-methyl)piperidin-3-yl)methanesulfonamide FC=1C=C(C=CC1)[C@H]1CC[C@H](CC1)OC[C@@H]1NCCC[C@@H]1NS(=O)(=O)C